[N-]=C=O.C=1(C(=CC=CC1)C)C Xylene isocyanate